COC1=NC(=CC=C1[C@@H]1[C@H](O[C@@]([C@H]1C)(C(F)(F)F)C)C(=O)NC1=CC(=NC=C1)C(=O)N)C(F)(F)F (2S,3R,4S,5S)-4-[[3-[2-Methoxy-6-(trifluoromethyl)-3-pyridyl]-4,5-dimethyl-5-(trifluoromethyl)tetrahydrofuran-2-carbonyl]amino]pyridin-2-carboxamid